C(CCCCCCCCCCCCCCC)[SiH]1O[SiH2]O[SiH2]O[SiH2]O[SiH2]O[SiH2]O[SiH2]O[SiH2]O1 Hexadecyl-cyclooctasiloxane